NC=1C=CC(=C2CN(C(C12)=O)CC(C#N)COC)C=1C=CC2=C(C(=NO2)C)C1 2-{[7-amino-4-(3-methyl-1,2-benzoxazol-5-yl)-1-oxo-2,3-dihydro-1H-isoindol-2-yl]methyl}-3-methoxypropanenitrile